C[C@@H](CO)CC(=C)C (R)-2,4-dimethylpent-4-en-1-ol